BrC1=C(C#N)C(=CC=C1)C=1OC2=C(N1)C=C(C(=C2)OC(F)F)CCl 2-bromo-6-(5-(chloromethyl)-6-(difluoromethoxy)benzo[d]oxazol-2-yl)benzonitrile